C(C)OC(=O)C=1OC2=C(C1C)C=C(C=C2)S(N(CCC2=CC=CC=C2)C2=C(C=CC=C2)N2CCN(CC2)C(=O)C2=NNC=C2)(=O)=O 5-(N-(2-(4-(1H-pyrazole-3-carbonyl)piperazin-1-yl)phenyl)-N-phenethylsulfamoyl)-3-methylbenzofuran-2-carboxylic acid ethyl ester